CN1C(CCC1)=O N-methylpyrrolid-2-one